CN1C(N2C(C=C1)=NC=C2S(=O)(=O)Cl)=O 6-methyl-5-oxo-5,6-dihydroimidazo[1,2-c]pyrimidine-3-sulfonyl chloride